FC(C(C)(O)C)(C1=C(C(=CC=C1)C(C)NC1=NC(=NC2=CC(=C(C=C12)OCCOC)OC=1C=NC=CC1)C)F)F 1,1-Difluoro-1-(2-fluoro-3-(1-(6-(2-methoxyethoxy)-2-methyl-7-(pyridine-3-Oxy)quinazolin-4-yl)aminoethyl)phenyl)-2-methylpropan-2-ol